3-oxopyridone O=C1C(N=CC=C1)=O